1-[(2-methyl-1,3-thiazol-4-yl)carbonyl]piperidin CC=1SC=C(N1)C(=O)N1CCCCC1